B([O-])(O)O.O1C(CCC1)C(=O)O.O1C(CCC1)C(=O)O.[Li+] lithium bis(tetrahydrofuranate) borate salt